ClC1=C(C=C(C=C1)Br)C1=NC=CC=C1 2-(2-chloro-5-bromophenyl)pyridine